1-(2-amino-3-bromophenyl)-1-(2-(tri-Fluoromethyl)phenyl)ethan-1-ol NC1=C(C=CC=C1Br)C(C)(O)C1=C(C=CC=C1)C(F)(F)F